FC=1C=C(C=CC1F)N1C(N(C(C1)C#N)C1=CN=CC2=CC=CC=C12)=O 1-(3,4-difluorophenyl)-3-(isoquinolin-4-yl)-2-oxoimidazoline-4-carbonitrile